NC1=NC=C(C=C1O[C@H](C)C=1C=C(C=CC1)NC(C1=CC(=C(C=C1)C)N(C)C)=O)C=1C=NN(C1)C (R)-N-(3-(1-((2-Amino-5-(1-methyl-1H-pyrazol-4-yl)pyridin-3-yl)oxy)ethyl)phenyl)-3-(dimethylamino)-4-methylbenzamid